OC(CC1N(CCC1)C(=O)NC=1SC(=C(N1)C1=CC(=CC=C1)C#N)C1=CC(=NC(=C1)C)Cl)(C)C 2-(2-hydroxy-2-methyl-propyl)-N-[5-(2-chloro-6-methyl-4-pyridinyl)-4-(3-cyanophenyl)thiazol-2-yl]-pyrrolidine-1-carboxamide